2-fluoro-2,2-bis(4-methylphenylsulfonyl)ethanol FC(CO)(S(=O)(=O)C1=CC=C(C=C1)C)S(=O)(=O)C1=CC=C(C=C1)C